CC1(OB(OC1(C)C)C=C1CC(C1)C(=O)O)C 3-((4,4,5,5-tetramethyl-1,3,2-dioxaborolan-2-yl)methylene)cyclobutane-1-carboxylic acid